ClP(=O)(OC1=CC=CC=C1)N[C@@H](C)C(=O)OCC(CC)CC 2-ETHYLBUTYL (CHLORO(PHENOXY)PHOSPHORYL)-L-ALANINATE